1-benzyl-4-fluoro-N-(cis-4-methyl-3-oxo-1,1a,2,3,4,8b-hexahydrocycloprop[d]pyrido[2,3-b]azepin-2-yl)-1H-pyrazole-3-carboxamide C(C1=CC=CC=C1)N1N=C(C(=C1)F)C(=O)NC1C2C(C3=C(N(C1=O)C)N=CC=C3)C2